tert-butylmethyl ((6-(3-methyl-1H-pyrrolo[2,3-b]pyridin-5-yl)isochroman-8-yl)methyl)carbamate CC1=CNC2=NC=C(C=C21)C=2C=C1CCOCC1=C(C2)CNC(OCC(C)(C)C)=O